N-methyl-N'-phenylthiourea CNC(=S)NC1=CC=CC=C1